C1(=CC=CC=C1)C=1SC(=CN1)CN1C(C2=CC=CC=C2C1=O)=O 2-((2-phenylthiazole-5-yl)methyl)isoindole-1,3-dione